4-(2,5-diazabicyclo[2.2.1]heptan-2-yl)-2-(2,6-dioxopiperidin-3-yl)-7-fluoroisoindoline-1,3-dione C12N(CC(NC1)C2)C2=C1C(N(C(C1=C(C=C2)F)=O)C2C(NC(CC2)=O)=O)=O